4'-[(1-{[(4-chloro-3-cyanophenyl)methyl]carbamoyl}-D-prolyl)amino][1,1'-biphenyl]-4-carboxylic acid ClC1=C(C=C(C=C1)CNC(=O)N1[C@H](CCC1)C(=O)NC1=CC=C(C=C1)C1=CC=C(C=C1)C(=O)O)C#N